amino(naphthalen-2-yl)acetic acid NC(C(=O)O)C1=CC2=CC=CC=C2C=C1